C(CCCCCCCCCC=CCC=CCCCCC)=O eicosa-11,14-dienal